B1(NB(NB(N1)NC)NC)NC tri(methylamino)borazine